BrCC(=O)N[C@@H](C)C1=CC=C(C=C1)Cl (S)-2-bromo-N-(1-(4-chlorophenyl)ethyl)acetamide